2,8-Bis(4-(bis(((Z)-dec-4-en-1-yl)oxy)(methyl)silyl)butyl)-2,8-diazaspiro[4.5]decan C(CC\C=C/CCCCC)O[Si](CCCCN1CC2(CC1)CCN(CC2)CCCC[Si](C)(OCCC\C=C/CCCCC)OCCC\C=C/CCCCC)(C)OCCC\C=C/CCCCC